C1(CC1)NC(C([C@H](CN1C([C@H](CC1)O)=O)NC(=O)[C@H]1N(C[C@H]2[C@@H]1CCC2)C(=O)C=2NC1=CC=CC(=C1C2)OC)=O)=O (1S,3aR,6aS)-N-((S)-4-(cyclopropylamino)-1-((S)-3-hydroxy-2-oxopyrrolidin-1-yl)-3,4-dioxobutan-2-yl)-2-(4-methoxy-1H-indole-2-carbonyl)octahydrocyclopenta[c]pyrrole-1-carboxamide